P(OCCCCCCCCCCCCCCCCCCCCCCCCCCCCCC)([O-])[O-] triacontanyl phosphite